NC1=C(C=CC(=C1)NCC1=CC=C(C=C1)O)NC([C@H]([C@@H](CCCC)F)F)=O (2R,3R)-N-(2-amino-4-((4-hydroxybenzyl)amino)phenyl)-2,3-difluoroheptanamide